C(C=C)C=1C=C(C=CC1)OC 3-allylanisole